C(#N)C1=CC=CC(=N1)[C@@H](CNC(CC1CCC(CC1)NC(C)=O)(C)C)O N-((1S,4s)-4-(2-(((R)-2-(6-Cyanopyridin-2-yl)-2-hydroxyethyl)amino)-2-methylpropyl)cyclohexyl)acetamide